[(R)-8-Methoxy-6-fluoro-3-methyl-1,3,4,5-tetrahydropyrido[4,3-b]indol-2-yl]-[5-(trifluoromethyl)-1H-pyrazol-3-yl]methanon uridine-5'-monophosphate dihydrate O.O.P(=O)(O)(O)OC[C@@H]1[C@H]([C@H]([C@@H](O1)N1C(=O)NC(=O)C=C1)O)O.COC1=CC=2C3=C(NC2C(=C1)F)C[C@H](N(C3)C(=O)C3=NNC(=C3)C(F)(F)F)C